9,9'-((3-(3,6-dimethyl-9H-carbazol-9-yl)-4-(2-(2,2'',6,6''-tetraphenyl-[4,2':6',4''-terpyridin]-4'-yl)phenyl)pyridine-2,6-diyl)bis(4,1-phenylene))bis(3-methyl-9H-carbazole) CC=1C=CC=2N(C3=CC=C(C=C3C2C1)C)C=1C(=NC(=CC1C1=C(C=CC=C1)C1=CC(=NC(=C1)C1=CC(=NC(=C1)C1=CC=CC=C1)C1=CC=CC=C1)C1=CC(=NC(=C1)C1=CC=CC=C1)C1=CC=CC=C1)C1=CC=C(C=C1)N1C2=CC=CC=C2C=2C=C(C=CC12)C)C1=CC=C(C=C1)N1C2=CC=CC=C2C=2C=C(C=CC12)C